C(C=CCCCCCCCCCC)(N)(N)N tridecenetriamine